CNCCN(C)C N1,N2,N2-trimethyl-1,2-ethanediamine